C(C=C)(=O)N[C@@H]1[C@@H](CCC1)NC(=O)C=1SC=2N=CC=C3N(C(NC1C23)=O)C2=CC(=CC=C2)C(C)C N-((1R,2S)-2-Acrylamidocyclopentyl)-5-(3-isopropylphenyl)-4-oxo-4,5-dihydro-3H-1-thia-3,5,8-triazaacenaphthylene-2-carboxamide